BrC=1C=C2C(=NN(C(C2=CC1)=O)CC(=O)NCC1NCCC1)C(C)C 2-[[[2-(6-bromo-4-isopropyl-1-oxo-phthalazin-2-yl)acetyl]amino]methyl]pyrrolidine